methyl 5-bromo-2-methoxy-4-((2-methylallyl)amino)benzoate BrC=1C(=CC(=C(C(=O)OC)C1)OC)NCC(=C)C